The molecule is an inositol phosphomannosylinositol phosphoceramide compound having an inositol 1-phosphoryl group linked to the mannose residue (at the 6-position) and a tetracosanoyl group amide-linked to a C20 phytosphingosine base, with hydroxylation at C-2 and C-3 of the C24 very-long-chain fatty acid. It derives from a Man-1-2-Ins-1-P-Cer(t20:0/2,3-OH-24:0). CCCCCCCCCCCCCCCCCCCCCC(C(C(=O)N[C@@H](COP(=O)(O)O[C@@H]1[C@@H]([C@@H]([C@H]([C@@H]([C@H]1OC2[C@H]([C@H]([C@@H]([C@H](O2)COP(=O)(O)OC3[C@@H]([C@H](C([C@H]([C@H]3O)O)O)O)O)O)O)O)O)O)O)O)[C@@H](C(CCCCCCCCCCCCCCCC)O)O)O)O